NC1=C(C=C(C=N1)NC(C(=O)N1C[C@H](N(C[C@@H]1C1=CC=C(C=C1)F)C(=O)OC(C)(C)C)C)=O)CC (2R,5S)-tert-butyl 4-(2-((6-amino-5-ethylpyridin-3-yl)amino)-2-oxoacetyl)-5-(4-fluorophenyl)-2-methylpiperazine-1-carboxylate